4-bromo-1-((3,4-difluorobenzyl)oxy)-2-fluorobenzene BrC1=CC(=C(C=C1)OCC1=CC(=C(C=C1)F)F)F